(2S,3S)-ethyl 3-((2-chloro-5-fluoro-6-(trimethylstannyl)pyrimidin-4-yl)amino)bicyclo[2.2.2]octane-2-carboxylate ClC1=NC(=C(C(=N1)N[C@@H]1[C@H](C2CCC1CC2)C(=O)OCC)F)[Sn](C)(C)C